C1(CC1)N1N=C(C(=C1)OC=1C(=NC=CC1)N)C1OCCCC1 ((1-cyclopropyl-3-(tetrahydro-2H-pyran-2-yl)-1H-pyrazol-4-yl)oxy)pyridin-2-amine